NC(CNC1=NC(=C2C(=N1)N(N=C2)C)NC)C2=CC(=CC=C2)Br N6-[2-amino-2-(3-bromophenyl)ethyl]-N4,1-dimethyl-pyrazolo[3,4-d]pyrimidine-4,6-diamine